C[C@@H]1OCC2=C1N=C(N=C2N2C[C@H]1C([C@@H](C2)C1)CC(=O)O)N1[C@H](CC1)C 2-((1R,5S,6S)-3-((S)-7-methyl-2-((S)-2-methylazetidin-1-yl)-5,7-dihydrofuro[3,4-d]pyrimidin-4-yl)-3-azabicyclo[3.1.1]heptan-6-yl)acetic acid